6-(4-(methoxycarbonyl)phenyl)-4-(1H-pyrazol-1-yl)-3,6-dihydropyridine-1(2H)-carboxylic acid benzyl ester C(C1=CC=CC=C1)OC(=O)N1CCC(=CC1C1=CC=C(C=C1)C(=O)OC)N1N=CC=C1